CC=1C=C2C(=NC1)N=C(S2)[C@@H]2N(CCC2)C(=O)OC2=CC=CC=C2 phenyl (R)-2-(6-methyl[1,3]thiazolo[4,5-b]pyridin-2-yl)pyrrolidine-1-carboxylate